O1C=CC2=C1C=C(C=C2)C(=O)N2CC1=CC(=C(C(=C1CC2)Cl)C(=O)N[C@H](C(=O)OC(C)OC(CCC(=O)O)=O)CC2=CC(=CC=C2)S(=O)(=O)C)Cl 4-(1-(((S)-2-(2-(Benzofuran-6-carbonyl)-5,7-dichloro-1,2,3,4-tetrahydroisoquinoline-6-carboxamido)-3-(3-(methylsulfonyl)phenyl)propanoyl)oxy)ethoxy)-4-oxobutanoic acid